C(C)(C)(C)C(=O)O.O=C1CNC1 3-oxoazetidine 1-Tert-butyl-formate